[N+](=O)([O-])C1=CC(=C(OC2(CC=C(C=C2)S(=O)(=O)[O-])C)C=C1)OCCOCCOS(=O)(=O)CC1=CC=CC=C1 4-(4-nitro-2-(2-(2-(toluenesulfonyloxy)ethoxy)ethoxy) phenoxy)4-methylbenzenesulfonate